CC(C=C)=O 3-BUTEN-2-ONE